CNC=1C=NC=CC1 N-methylpyridin-3-amine